2-cyclohexyl-1-[2-(2-pyrimidinyloxy)-9H-carbazol-3-yl]-ethanone 1-(O-acetyloxime) C(C)(=O)ON=C(CC1CCCCC1)C=1C(=CC=2NC3=CC=CC=C3C2C1)OC1=NC=CC=N1